N-((9-(4-fluorophenyl)-6-oxaspiro[4.5]decan-8-yl)methyl)-1-(m-methyltolyl)methylamine FC1=CC=C(C=C1)C1C(COC2(CCCC2)C1)CNCC1=C(C=CC=C1C)C